SC(CC(=O)O)C.SC(CC(=O)O)C.C(O)C(C)(CO)CO trimethylolethane bis(3-mercaptobutyrate)